CC1=CC=C(C=C1)C1(C(C(=N)N)=CC=CC1(C1=CC=C(C=C1)OC#N)C1=CC=C(C=C1)OC#N)C(=N)N 2-(4-methylphenyl)-3,3-bis(4-cyanooxyphenyl)phthalamidine